2-(1-(6-(6-(Difluoromethyl)imidazo[1,2-b]pyridazin-3-yl)pyrimidin-4-yl)piperidin-3-yl)ethane-1-sulfonamide FC(C=1C=CC=2N(N1)C(=CN2)C2=CC(=NC=N2)N2CC(CCC2)CCS(=O)(=O)N)F